(2-(1,1-Dioxo-1,2,5-thiadiazol-2-yl)ethyl)carbamic acid tert-butyl ester C(C)(C)(C)OC(NCCN1S(N=CC1)(=O)=O)=O